benzyl (S)-5-(1-((S)-tert-butylsulfonamido) ethyl)-2,3-dihydro-1H-indole-1-carboxylate C(C)(C)(C)S(=O)(=O)N[C@@H](C)C=1C=C2CCN(C2=CC1)C(=O)OCC1=CC=CC=C1